C(C)S(=O)(=O)O[C@@H](C(=O)O)C (R)-2-((ethylsulfonyl)oxy)propanoic acid